LITHIUM COBALT PYROPHOSPHATE [O-]P([O-])(=O)OP(=O)([O-])O.[Co+2].[Li+]